N-[1-[5-bromo-2-[5-(2,2-difluoroethoxy)pyrimidin-2-yl]-1,2,4-triazol-3-yl]ethyl]-3-(trifluoromethoxy)-5-(trifluoromethyl)benzamide BrC=1N=C(N(N1)C1=NC=C(C=N1)OCC(F)F)C(C)NC(C1=CC(=CC(=C1)C(F)(F)F)OC(F)(F)F)=O